[Pd](Cl)Cl.C(C)(C)(C)P(C(C)(C)C)[C-]1C=CC=C1.[C-]1(C=CC=C1)P(C(C)(C)C)C(C)(C)C.[Fe+2] bis(di-tert-butylphosphino)ferrocene palladium (II) dichloride